N-(3-(2-(1,1-difluoroethyl)-6-methylpyrimidin-4-yl)-1-methyl-1H-pyrazolo[3,4-c]pyridin-5-yl)acetamide FC(C)(F)C1=NC(=CC(=N1)C1=NN(C2=CN=C(C=C21)NC(C)=O)C)C